C(C)C=1N=C(OC1C(=O)Cl)C 4-Ethyl-2-methyl-1,3-oxazole-5-carbonyl chloride